2-([1,1'-biphenyl]-4-yl)-4-phenyl-6-(2-(2'-(pyridin-3-yl)spiro[cyclohexane-1,9'-fluoren]-7'-yl)phenyl)-1,3,5-triazine C1(=CC=C(C=C1)C1=NC(=NC(=N1)C1=CC=CC=C1)C1=C(C=CC=C1)C1=CC=C2C=3C=CC(=CC3C3(C2=C1)CCCCC3)C=3C=NC=CC3)C3=CC=CC=C3